C1(CC1)C=1C(NC=2C=C(C=NC2C1)CN1CC(C(=CC1)C=1C=NC(=CC1)C(=O)NC)(C)C)=O 1'-((7-cyclopropyl-6-oxo-5,6-dihydro-1,5-naphthyridin-3-yl)methyl)-N,3',3'-trimethyl-1',2',3',6'-tetrahydro-[3,4'-bipyridine]-6-carboxamide